COCCOC=1C2=C(N=C(N1)NC1=CC=C(C=C1)CN1CCN(CC1)C)NC=C2C2=CC=C(C=C2)OC(F)(F)F 4-(2-methoxyethoxy)-N-(4-((4-methylpiperazin-1-yl)methyl)phenyl)-5-(4-(trifluoromethoxy)phenyl)-7H-pyrrolo[2,3-d]pyrimidin-2-amine